(5S)-3-isopropenyl-5,8,8-trimethyl-5-phenyl-9,10-dihydro-7H-benzo[b][1,8]naphthyridin-6-one C(=C)(C)C1=CC=2[C@@](C3=C(NC2N=C1)CC(CC3=O)(C)C)(C3=CC=CC=C3)C